(benzofuran-2-yl)(3-methyl-3-phenylcyclobutyl)methanone O1C(=CC2=C1C=CC=C2)C(=O)C2CC(C2)(C2=CC=CC=C2)C